C(C)(C)(C)N(C(O)=O)CCCBr.C(N)(OCCCBr)=O (3-bromopropyl) carbamate tert-butyl-(3-bromopropyl)carbamate